ClC=1C=NC(=C(C(=O)NC2CCC(CC2)CN2C(N(C3=C2C=CC=C3)C=3C=NC=C(C3)N3CCOCC3)=O)C1)C 5-chloro-2-methyl-N-((1r,4r)-4-((3-(5-morpholinopyridin-3-yl)-2-oxo-2,3-dihydro-1H-benzo[d]imidazol-1-yl)methyl)cyclohexyl)nicotinamide